2-(((tert-butoxycarbonyl)amino)methyl)benzyl 4-amino-2-(ethoxymethyl)-1-((2,2,5-trimethyl-1,3-dioxan-5-yl)methyl)-1,6,8,9-tetrahydro-7H-imidazo[4,5-c][1,7]naphthyridine-7-carboxylate NC1=NC=2CN(CCC2C2=C1N=C(N2CC2(COC(OC2)(C)C)C)COCC)C(=O)OCC2=C(C=CC=C2)CNC(=O)OC(C)(C)C